C[SiH2]C=CC1=CC=CC=C1 Methylstyrylsilane